1,2,3,4,5-pentafluorocyclohexane FC1C(C(C(C(C1)F)F)F)F